Deoxycytosine monophosphate C1NC2=C3C(=N)N1OP(=O)(O3)O2